2-amino-8-bromo-9-((2R,3R,5S)-3-hydroxy-5-(hydroxymethyl)tetrahydrofuran-2-yl)-1,9-dihydro-6H-purin-6-one NC=1NC(C=2N=C(N(C2N1)[C@@H]1O[C@@H](C[C@H]1O)CO)Br)=O